NC1=NC=C(C2=C1C(=NN2[C@@H]2CN(CC2)C(C(=C)C)=O)C#CC2=C(C(=CC(=C2F)OC)OC)F)Cl (S)-1-(3-(4-amino-7-chloro-3-((2,6-difluoro-3,5-dimethoxyphenyl)ethynyl)-1H-pyrazolo[4,3-c]pyridin-1-yl)pyrrolidin-1-yl)-2-methylpropan-2-en-1-one